C(C)OC1=CC=C(C=C1)N1[C@@H]2CN(C[C@H](C1)CC2(C)C)C(=O)N2CCC(CC2)N2CCCC2 ((1S,5S)-6-(4-ethoxyphenyl)-9,9-dimethyl-3,6-diazabicyclo[3.2.2]nonan-3-yl)(4-(pyrrolidin-1-yl)piperidin-1-yl)methanone